2,6-dimethoxy-4-[7-(3-methylisoxazol-5-yl)imidazo[1,2-a]pyridin-3-yl]-N-[(1S)-2,2,2-trifluoro-1-methyl-ethyl]benzamide COC1=C(C(=O)N[C@H](C(F)(F)F)C)C(=CC(=C1)C1=CN=C2N1C=CC(=C2)C2=CC(=NO2)C)OC